NC1=NC(=C(C(=C1C#N)C1=CC=C(C=C1)O[C@@H]1C[C@@H](C1)F)C#N)S 2-amino-4-(4-((cis)-3-fluorocyclobutoxy)phenyl)-6-mercaptopyridine-3,5-dicarbonitrile